4-(2-(4,4-dimethylcyclohexyl)ethyl)-5-(2-fluorobenzyl)-2-methyl-2,4-dihydro-3H-1,2,4-triazol-3-one CC1(CCC(CC1)CCN1C(N(N=C1CC1=C(C=CC=C1)F)C)=O)C